O1CCC(CC1)CCN1C(C(NC=2C1=NC=CN2)[Sn](C)(C)C)=O 1-(2-(Tetrahydro-2H-pyran-4-yl)ethyl)(trimethylstannyl)-3,4-dihydropyrazino[2,3-b]pyrazin-2(1H)-one